[Na+].BrC=1C=NC(=C(C(=O)[O-])C1)OC([2H])([2H])[2H] 5-bromo-2-methoxy-d3-nicotinic acid, sodium salt